(R)-N-(5-(5-(difluoromethyl)-1,2,4-oxadiazol-3-yl)-2,3-dihydro-1H-inden-1-yl)propionamide FC(C1=NC(=NO1)C=1C=C2CC[C@H](C2=CC1)NC(CC)=O)F